(2s,5r)-4-((E)-2-amino-1-(4-fluorophenyl)-2-(hydroxyimino)ethyl)-2,5-dimethylpiperazine-1-carboxylic acid tert-butyl ester C(C)(C)(C)OC(=O)N1[C@H](CN([C@@H](C1)C)C(\C(=N/O)\N)C1=CC=C(C=C1)F)C